C(C)N1CC=C(C12CCOCC2)C2=CC=1C(=NC=CC1NC=1C=CC3=C(N=CS3)C1)S2 N-(2-(1-ethyl-8-oxa-1-azaspiro[4.5]dec-3-en-4-yl)thieno[2,3-b]pyridin-4-yl)benzo-[d]thiazol-5-amine